isopropyl α-acetyl-3,5-dimethoxy-4-hydroxycinnamate C(C)(=O)C(C(=O)OC(C)C)=CC1=CC(=C(C(=C1)OC)O)OC